1-(2-fluoro-4-(2-hydroxyethoxy)benzyl)-3,4-dimethyl-2-oxo-N-(2,4,6-trifluorobenzyl)-1,2,3,4-tetrahydro-quinazoline-7-carboxamide FC1=C(CN2C(N(C(C3=CC=C(C=C23)C(=O)NCC2=C(C=C(C=C2F)F)F)C)C)=O)C=CC(=C1)OCCO